8-benzyl-3-(trifluoromethyl)-6,6a,7,8,9,10-hexahydro-5H-pyrazino[1,2-a][1,8]Naphthyridine C(C1=CC=CC=C1)N1CC2N(C=3N=CC(=CC3CC2)C(F)(F)F)CC1